(R)-4-(2-(3-(hydroxymethyl)-1-(2-(3-methoxyphenyl)propan-2-yl)pyrrolidin-3-yl)ethyl)benzonitrile OC[C@]1(CN(CC1)C(C)(C)C1=CC(=CC=C1)OC)CCC1=CC=C(C#N)C=C1